methyl (E) or (Z)-N-(5-bromo-3-(((tetrahydro-2H-pyran-4-yl)methyl)amino)pyrazin-2-yl)acetimidate BrC=1N=C(C(=NC1)N=C(C)OC)NCC1CCOCC1